N-((3S,4S)-3-((7-(2,6-dichloro-3,5-dimethoxyphenyl)-5-((2-(4-methylpiperazin-1-yl)ethyl)amino)-2,6-naphthyridin-3-yl)amino)tetrahydro-2H-pyran-4-yl)acrylamide ClC1=C(C(=C(C=C1OC)OC)Cl)C1=NC(=C2C=C(N=CC2=C1)N[C@@H]1COCC[C@@H]1NC(C=C)=O)NCCN1CCN(CC1)C